6-amino-2'-fluoro-N-[(1S,2S)-2-({4-[(1S)-1-(4-methylpiperazin-1-yl)-2,3-dihydro-1H-inden-5-yl]phenyl}methoxy)cyclopentyl][3,3'-bipyridine]-5-carboxamide NC1=C(C=C(C=N1)C=1C(=NC=CC1)F)C(=O)N[C@@H]1[C@H](CCC1)OCC1=CC=C(C=C1)C=1C=C2CC[C@@H](C2=CC1)N1CCN(CC1)C